C(C)N1C(C(=C(C2=CC=C3C(=C12)OC1=C3C=CC=C1)O)C(C(F)(F)F)=O)=O 1-ethyl-4-hydroxy-3-(2,2,2-trifluoroethane-1-one-1-yl)benzofuro[3,2-h]quinolin-2(1H)-one